C1(CC(C(CC1)C(C)C)O)(C)CCCCCCCC(=O)O menthol-caprylic acid